hydrazino-4-(4'-methylphenyl)thiazole N(N)C=1SC=C(N1)C1=CC=C(C=C1)C